N'-tetrapyridylethylethylenediamine N1=C(C=CC=C1)C(C(C1=NC=CC=C1)(C1=NC=CC=C1)C1=NC=CC=C1)NCCN